C1(CC1)C1=C(C(=NO1)C1=C(C=CC=C1Cl)Cl)COC1CN(CC1)C1=CC=C(C#N)C=C1 4-(3-((5-cyclopropyl-3-(2,6-dichlorophenyl)isoxazol-4-yl)methoxy)pyrrolidin-1-yl)benzonitrile